(2R,3S,4S)-4-hydroxy-2-[(4-methoxyphenyl)methyl]pyrrolidin-3-yl N-(5-methyl-1,2-oxazol-3-yl)carbamate CC1=CC(=NO1)NC(O[C@H]1[C@H](NC[C@@H]1O)CC1=CC=C(C=C1)OC)=O